N-(4-(3,3-difluoroazetidin-1-yl)-6-methylpyrimidin-2-yl)-4-((2-hydroxyethyl)sulfonamido)-2-(6-azaspiro[2.5]octan-6-yl)benzamide FC1(CN(C1)C1=NC(=NC(=C1)C)NC(C1=C(C=C(C=C1)NS(=O)(=O)CCO)N1CCC2(CC2)CC1)=O)F